ClC1=CC=C(C=C1)CCC1(CO1)C(C)(C)C 2-[2-(4-chlorophenyl)ethyl]-2-(1,1-dimethylethyl)epoxyethane